N1=C(C=C(C=2CCCCC12)O)O 5,6,7,8-tetrahydroquinoline-2,4-diol